3-dodecylamino-1-pentanamine C(CCCCCCCCCCC)NC(CCN)CC